CC1=CC(=C(C=C1)S(=O)(=O)N1[C@@H](CCC1)C(=O)O)N1C[C@H](CC1)C=C |&1:20| ((4-Methyl-2-((RS)-3-vinylpyrrolidin-1-yl)phenyl)sulfonyl)-L-proline